C(CCC)C(C(=O)O)(C(=O)O)CCCC.ClC1=C(C=C(C=C1)F)C1NC(C2=C1C(=CC1=C(N(N=C21)C)C)C2=C(C(=O)N)C=C(C=C2C(F)(F)F)F)=O [6-(2-chloro-5-fluorophenyl)-2,3-dimethyl-8-oxo-7,8-dihydro-6H-pyrrolo[4,3-g]indazol-5-yl]-5-fluoro-3-(trifluoromethyl)benzamide dibutyl-propanedioate